ethyl 4-[5-chloro-6-oxo-4-(tetrahydropyran-3-ylmethylamino)pyridazin-1-yl]cyclohexanecarboxylate ClC1=C(C=NN(C1=O)C1CCC(CC1)C(=O)OCC)NCC1COCCC1